CNCC12CN(CC(CC1)N2C(=O)OC(C)(C)C)C(C2=CC=CC=C2)(C2=CC=CC=C2)C2=CC=CC=C2 Tert-butyl 1-((methylamino)methyl)-3-triphenylmethyl-3,8-diazabicyclo[3.2.1]octan-8-carboxylate